CC(C(=O)OCCNC(N(CCNC(NCCOC(C(=C)C)=O)=O)CCCCCCCCCCC[Si](OC)(OC)OC)=O)=C 4,9-dioxo-5-(11-(trimethoxysilyl)undecyl)-3,5,8,10-tetraazadodecane-1,12-diyl bis(2-methylacrylate)